5-[2-(difluoromethyl)-4-[[(2R)-1-ethylazetidin-2-yl]methoxy]pyrazol-3-yl]-N-(2,6-dimethylpyrimidin-4-yl)pyrazolo[1,5-a]pyridin-2-amine FC(N1N=CC(=C1C1=CC=2N(C=C1)N=C(C2)NC2=NC(=NC(=C2)C)C)OC[C@@H]2N(CC2)CC)F